(S)-2-((4-(6-Chloro-1H-pyrrolo[2,3-b]pyridin-3-yl)-5-(trifluoromethyl)pyrimidin-2-yl)Amino)propan-1-ol ClC1=CC=C2C(=N1)NC=C2C2=NC(=NC=C2C(F)(F)F)N[C@H](CO)C